ClC1=C2C=C(NC2=CC=C1)C(=O)N(C)[C@@H]1COCC=2NC(C=3C=C(C=CC3C21)F)=O (S)-4-chloro-N-(8-fluoro-6-oxo-1,4,5,6-tetrahydro-2H-pyrano[3,4-c]isoquinolin-1-yl)-N-methyl-1H-indole-2-carboxamide